tert-butyl 2-[7-[2-cyano-3-[[ethyl(methyl)sulfamoyl]amino]-6-fluoro-phenoxy]quinoxalin-2-yl]oxy-7-azaspiro[3.5]nonane-7-carboxylate C(#N)C1=C(OC2=CC=C3N=CC(=NC3=C2)OC2CC3(C2)CCN(CC3)C(=O)OC(C)(C)C)C(=CC=C1NS(N(C)CC)(=O)=O)F